C(C)(C)(C)C=1C=CC2=C(C=CC=3NC=4C=CC5=C(C4C23)C=CC(=C5)C(C)(C)C)C1 3,11-di-tertiarybutyl-7H-dibenzo[c,g]carbazole